COC=1C=2N(C=C(C1)C=1C=NN(C1C)[C@@H]1CNCCC1)N=CC2C#N 4-Methoxy-6-[5-methyl-1-[(3S)-piperidin-3-yl]pyrazol-4-yl]pyrazolo[1,5-a]pyridine-3-carbonitrile